C12(CNCC(CC1)C2)C(=O)O 3-azabicyclo[3.2.1]octane-1-carboxylic acid